Tert-butyl 4-(((6-(cyclopropyl (4-(trifluoromethyl) benzyl) amino)-5-fluoropyrimidin-4-yl) amino) methyl)-4-ethynylpiperidine-1-carboxylate C1(CC1)N(C1=C(C(=NC=N1)NCC1(CCN(CC1)C(=O)OC(C)(C)C)C#C)F)CC1=CC=C(C=C1)C(F)(F)F